(5-bromo-2-methyl-pyrimidin-4-yl)-5-methyl-1,2-benzothiazol-4-amine BrC=1C(=NC(=NC1)C)C1=NSC=2C1=C(C(=CC2)C)N